Heptabromobiphenyl C1=CC(=C(C(=C1)Br)Br)C2=C(C(=C(C(=C2Br)Br)Br)Br)Br